BrC1=CC=C(CC2(NC3=CC=CC=C3N=C2NC2=CC(=C(C(=C2)Cl)Cl)Cl)N)C=C1 2-(4-bromobenzyl)-N3-(3,4,5-trichlorophenyl)quinoxaline-2,3-diamine